butyl 1-iodoethyl carbonate C(OCCCC)(OC(C)I)=O